1-(azetidin-3-yl)-4-((tert-butyldiphenylsiloxy)methyl)piperidine N1CC(C1)N1CCC(CC1)CO[Si](C1=CC=CC=C1)(C1=CC=CC=C1)C(C)(C)C